2-isobutyl-1,4:5,8-dimethano-1,2,3,4,4a,5,8,8a-octahydronaphthalene C(C(C)C)C1C2C3C4C=CC(C3C(C1)C2)C4